N-{[5-chloro-6-(5-methoxy-2-pyrazinyl)-2-indolyl]methyl}(methylamino)acetamide ClC=1C=C2C=C(NC2=CC1C1=NC=C(N=C1)OC)CNC(CNC)=O